[5-(4-cyclopropyl-6-methoxypyrimidin-5-yl)-1-[[2-(trimethylsilyl)ethoxy]methyl]pyrrolo[2,3-c]pyridin-3-yl]([4-[1-methyl-4-(trifluoromethyl)imidazol-2-yl]phenyl])methanol C1(CC1)C1=NC=NC(=C1C=1C=C2C(=CN1)N(C=C2C(O)C2=CC=C(C=C2)C=2N(C=C(N2)C(F)(F)F)C)COCC[Si](C)(C)C)OC